CC1=C(C=CC(=O)[O-])C=CC(=C1)OC 2-methyl-(4-methoxy cinnamate)